tertiary butyl-aminolithium C(C)(C)(C)N[Li]